2-Acetylthiazole C(C)(=O)C=1SC=CN1